NCC1(COC1)CO 3-aminomethyloxetan-3-ylmethanol